ClC1=C(OCCCCCOCCCOCC(=O)OC(C)(C)C)C(=CC(=C1)C(C)(C)C1=CC=C(C=C1)OCC=1C=NC(=NC1)SC)C#N tert-Butyl 2-(3-((5-(2-chloro-6-cyano-4-(2-(4-((2-(methylthio)pyrimidin-5-yl)methoxy) phenyl)propan-2-yl)phenoxy)pentyl)oxy)propoxy)acetate